COC1CC(C1)CN[C@@H]1[C@H](CCCC1)OC=1C=C2CN(C(C2=CC1)=O)C1C(NC(CC1)=O)=O 3-(5-(((1S,2S)-2-((((1S,3R)-3-methoxycyclobutyl)methyl)amino)cyclohexyl)oxy)-1-oxoisoindolin-2-yl)piperidine-2,6-dione